FC=1C=C(C=CC1)[C@H](C)NC=1C=C2C(=CN1)OC=C(C2=O)C2=CC=C1C=NNC1=C2 (S)-6-((1-(3-fluorophenyl)ethyl)amino)-3-(1H-indazol-6-yl)-4H-pyrano[2,3-c]pyridin-4-one